anti-succinic acid C(CCC(=O)O)(=O)O